rac-(1r,2r,3s,4r,5s)-3-(2-fluoropyridin-4-yl)-5-hydroxy-N-(3-(trifluoromethyl)phenyl)-7-oxabicyclo[2.2.1]heptane-2-carboxamide FC1=NC=CC(=C1)[C@@H]1[C@H]([C@H]2C[C@@H]([C@@H]1O2)O)C(=O)NC2=CC(=CC=C2)C(F)(F)F |r|